5-[4-(2-chloro-6-methoxybenzoylamino)phenyl]-1,3-dihydronaphtho[1,2-e]-1,4-diazepin-2-one ClC1=C(C(=O)NC2=CC=C(C=C2)C=2C3=C(NC(CN2)=O)C2=CC=CC=C2C=C3)C(=CC=C1)OC